C(=CCCCCCCCCCCCCCCCC)(C(=O)O)C(=O)O octadecanenedicarboxylic acid